(S)-(3-(1-([1,1'-biphenyl]-4-yl)-3-aminopropan-2-yl)-1,2,3-oxadiazol-3-ium-5-yl)((3-(trifluoromethyl)phenyl)carbamoyl)amide C1(=CC=C(C=C1)C[C@@H](CN)[N+]1=NOC(=C1)[N-]C(NC1=CC(=CC=C1)C(F)(F)F)=O)C1=CC=CC=C1